2,4-dibromo-1,7-naphthyridine BrC1=NC2=CN=CC=C2C(=C1)Br